2-{[1-oxo-4-(3-phenyl-1H-indazol-5-yl)-2,3-dihydro-1H-isoindol-2-yl]methyl}prop-2-enenitrile O=C1N(CC2=C(C=CC=C12)C=1C=C2C(=NNC2=CC1)C1=CC=CC=C1)CC(C#N)=C